N1(CCC1)C[C@H](C)NC(=O)C1=CC(=NN1C)C1=NC(=NC=C1)NC1=CC(=CC(=C1)OC)OC N-[(2S)-1-(azetidin-1-yl)propan-2-yl]-3-{2-[(3,5-dimethoxyphenyl)amino]pyrimidin-4-yl}-1-methyl-1H-pyrazole-5-carboxamide